C(C)(C)(C)OC(CCCCCCCCCCCCCCCCCCCO)=O 20-Hydroxy-eicosanoic acid tert-butyl ester